COC(CN1C(C2=CC=C(C=C2C(=N1)SC)Br)=O)=O 2-(6-bromo-4-methylsulfanyl-1-oxo-phthalazin-2-yl)acetic acid methyl ester